C1(CCCCC1)[C@@H](CN(C(C#C)=O)CC(N1C[C@@H](CC1)C1=CC=CC=C1)=O)C1=CC=CC=C1 |&1:6| N-[(2RS)-2-Cyclohexyl-2-phenyl-ethyl]-N-[2-oxo-2-[(3S)-3-phenylpyrrolidin-1-yl]ethyl]prop-2-ynamide